OCCN(C1=C(C=NC2=CC=C(C=C12)C(=O)OCC)S(=O)(=O)C1=CC=C(C=C1)OC)CCO ethyl 4-(bis(2-hydroxyethyl)amino)-3-((4-methoxyphenyl)sulfonyl)quinoline-6-carboxylate